C(C)OS(=O)(=O)C1=C(C=CC=C1)CC[Si](Cl)(Cl)Cl 2-(ethoxysulfonylphenyl)ethyltrichlorosilane